(S)-2-((1-(3-(bis(4-fluorophenyl)methyl)-1-methyl-1,2,4-triazol-5-yl)ethyl)carbamoyl)-4-methoxypyridin-3-yl acetate C(C)(=O)OC=1C(=NC=CC1OC)C(N[C@@H](C)C1=NC(=NN1C)C(C1=CC=C(C=C1)F)C1=CC=C(C=C1)F)=O